C(C)(C)(C)OC(NCCCCCN1N=C(C(=C1)[N+](=O)[O-])C=C)=O (5-(4-nitro-3-vinyl-1H-pyrazol-1-yl)pentyl)carbamic acid tert-butyl ester